C(C)OC(=O)C1=NN(C(=C1)C(=O)OCC)CCOCC1=CC=CC=C1 1-(2-(benzyloxy)ethyl)-1H-pyrazole-3,5-dicarboxylic acid diethyl ester